CN(C\C=N/C1=NC=C(N=C1)B1OC(C(O1)(C)C)(C)C)C (Z)-N,N-dimethyl-2-((5-(4,4,5,5-tetramethyl-1,3,2-dioxaborolan-2-yl)pyrazin-2-yl)imino)ethan-1-amine